perfluoroaniline-trifluoromethanesulfonate salt FC(S(=O)(=O)O)(F)F.FN(C1=C(C(=C(C(=C1F)F)F)F)F)F